N-(4-(dimethylamino)phenethyl)-5-fluoro-2-(4-((5-(4-(morpholinomethyl)phenyl)pyridin-2-yl)oxy)piperidine-1-carbonyl)benzamide CN(C1=CC=C(CCNC(C2=C(C=CC(=C2)F)C(=O)N2CCC(CC2)OC2=NC=C(C=C2)C2=CC=C(C=C2)CN2CCOCC2)=O)C=C1)C